2,6-Dicyclopentyl-4-methyl-phenol C1(CCCC1)C1=C(C(=CC(=C1)C)C1CCCC1)O